CN(C=1CC(C=CC1)(OC)C(=O)C1(CC(=CC=C1)N(C)C)OC)C 3-dimethylamino-1-methoxyphenylketone